tert-butyl 4-[7-benzyloxy-3-(4-fluorophenyl)-2-tetrahydropyran-4-yl-indol-1-yl]benzoate C(C1=CC=CC=C1)OC=1C=CC=C2C(=C(N(C12)C1=CC=C(C(=O)OC(C)(C)C)C=C1)C1CCOCC1)C1=CC=C(C=C1)F